4-(3-fluoro-4-methylphenyl)-1H-1,2,3-triazol FC=1C=C(C=CC1C)C=1N=NNC1